ClC1=C(N=C(N=N1)N1CCC2C1CN(CC2)C)C 1-(6-chloro-5-methyl-1,2,4-triazin-3-yl)-6-methyl-3,3a,4,5,7,7a-hexahydro-2H-pyrrolo[2,3-c]pyridine